BrC1=CC=2C3=C(N(C(N(C3=C1F)CC1=CC=C(C=C1)OC)=O)CC)N=C(N2)C 8-bromo-3-ethyl-9-fluoro-1-(4-methoxybenzyl)-5-methyl-1H-pyrimido[4,5,6-de]quinazolin-2(3H)-one